1-(1-methyl-6-{[(3S)-3-methylpiperazin-1-yl]methyl}-1H-indazol-3-yl)-1,3-diazinane CN1N=C(C2=CC=C(C=C12)CN1C[C@@H](NCC1)C)N1CNCCC1